3-(3-methyl-2-oxo-5-(piperidin-4-yl)-2,3-dihydro-1H-benzo[d]imidazol-1-yl)piperidine-2,6-dione hydrochloride Cl.CN1C(N(C2=C1C=C(C=C2)C2CCNCC2)C2C(NC(CC2)=O)=O)=O